3-fluoro-4-acetaminophenol FC=1C=C(C=CC1NC(=O)C)O